C(C)OC(C(=C)C1=CC(=C(C=C1)F)[N+](=O)[O-])=O (E)-3-nitro-4-fluorophenyl-acrylic acid ethyl ester